N1(CCNCC1)C(CCCCCCCCCCCCC)=O 1-piperazin-1-yltetradecan-1-one